CC1=C(C(=O)NC2=CC=C(C3=CC=CC=C23)S(=O)(=O)NC(C)C=2C=C(C=CC2)NC(OC(C)(C)C)=O)C=CC=C1 tert-butyl (3-(1-(4-(2-methylbenzamido)naphthalene-1-sulfonamido)ethyl)phenyl)carbamate